N-[[1-(6-chloro-3-pyridyl)cyclopropyl]methyl]-6-(3,5-difluoroanilino)-3-methoxy-pyridine-2-carboxamide ClC1=CC=C(C=N1)C1(CC1)CNC(=O)C1=NC(=CC=C1OC)NC1=CC(=CC(=C1)F)F